C(C)(C)(C)[C@@H]1N2C(C3=CC(=C(C=C3C1)OCCCOC)OC)=C(C(C(=C2)C(=O)OC)=O)F methyl (R)-6-(tert-butyl)-1-fluoro-10-methoxy-9-(3-methoxypropoxy)-2-oxo-6,7-dihydro-2H-pyrido[2,1-a]isoquinoline-3-carboxylate